C1(CC1)OC1=C(C=NC(=C1)C)C(=O)NC1=CC(=C(C(=C1)F)OC1=CC=NC2=CC(=C(C=C12)OC)OCCO)F 4-cyclopropoxy-N-(3,5-difluoro-4-((7-(2-hydroxyethoxy)-6-methoxyquinolin-4-yl)oxy)phenyl)-6-methylpyridine-3-carboxamide